C1(=CC=CC=C1)CCOC(=O)C=1C=C(C=C2C1C(=CO2)C2=CC(=CC(=C2)OC)OC)OC 3-(3,5-Dimethoxyphenyl)-6-methoxy-4-benzofurancarboxylic acid-2-phenylethyl ester